C(C)(=O)N1CCN(CC1)C1=C(C=C(C(=C1)OC)NC1=NC=NC(=C1)N1OCC[C@@H]1C1=C(C=CC(=C1)F)F)NC(C=C)=O N-(2-(4-acetylpiperazine-1-yl)-5-((6-((R)-3-(2,5-difluorophenyl)isoxazolidine-2-yl)pyrimidine-4-yl)amino)-4-methoxyphenyl)acrylamide